[K].[Y] yttrium potassium